methylenediphenylene-bis(dibutylphenyl thiocarbamate) C(C1=C(C=CC=C1)N(C([O-])=S)C1=C(C(=CC=C1)CCCC)CCCC)C1=C(C=CC=C1)N(C([O-])=S)C1=C(C(=CC=C1)CCCC)CCCC